CC=1N(C=C(N1)C)CC1=C(C=C(C=C1)N1N=C2N(C1=O)C(CC2)C2=CC=CC=C2)F (4-((2,4-dimethyl-1H-imidazol-1-yl)methyl)-3-fluorophenyl)-5-phenyl-2,5,6,7-tetrahydro-3H-pyrrolo[2,1-c][1,2,4]triazol-3-one